NC1=NC(=NC(=N1)N)C(CCCC)C(C1=C(N=C(N1)C1=CC=CC=C1)CO)O 1-(4,6-diamino-s-triazin-2-yl)pentyl-2-phenyl-4,5-dihydroxymethylimidazole